6-(2-((4-fluorobenzyl)amino)-6H-1,3,4-thiadiazin-5-yl)-1-methyl-1H-benzo[d]imidazol-2(3H)-one FC1=CC=C(CNC=2SCC(=NN2)C=2C=CC3=C(N(C(N3)=O)C)C2)C=C1